[1,2,4]triazolo[4',3':1,6]pyrido[3,2-b]benzo[f][1,4]oxazonine C1=NN=C2C=CC=3OC=CC4=C(C=NC3N21)C=CC=C4